ethyl-6-(2,3-dichlorophenyl)-5-methylpyrazine-2-carboxylate C(C)OC(=O)C1=NC(=C(N=C1)C)C1=C(C(=CC=C1)Cl)Cl